F[C@H]1CN(CC[C@H]1NC1=CC=CC=2N1N=C(C2CC(F)(F)F)C#CCNC(=O)C2C1COCC21)C N-[3-(7-{[(3S,4R)-3-fluoro-1-methylpiperidin-4-yl]amino}-3-(2,2,2-trifluoroethyl)pyrazolo[1,5-a]pyridin-2-yl)prop-2-yn-1-yl]-3-oxabicyclo[3.1.0]hexane-6-carboxamide